C1(=CC=CC=C1)C1(CC1)C=1NC(C=2CN(CCCC2N1)C(CC=1C=C(C=CC1)C1=CC=C(C=C1)C(F)(F)F)=O)=O 2-(1-phenylcyclopropyl)-6-(2-(4'-(trifluoromethyl)-[1,1'-biphenyl]-3-yl)acetyl)-3,5,6,7,8,9-hexahydro-4H-pyrimido[5,4-c]azepin-4-one